(3S,9S)-3-(cyclopropyl(methyl)amino)-9-ethyl-5-fluoro-9-hydroxy-2,3,12,15-tetrahydro-1H,7H,13H-pyrano[3',4':6,7]indolizino[2,1-b]pyrido[3,2,1-ij]quinoline-7,10,13(9H)-trione C1(CC1)N([C@H]1CCN2C3=C(C(C4=CC(=CC1=C24)F)=O)C2=CC4=C(C(N2C3)=O)COC([C@]4(O)CC)=O)C